ClC=1C(=[N+](C=CC1)[O-])OC chloro-2-methoxypyridine 1-oxide